4-(2-((3aR,5s,6aS)-5-benzyl-5-fluorohexahydrocyclopenta[c]pyrrol-2(1H)-yl)-1-hydroxyethyl)phenol C(C1=CC=CC=C1)C1(C[C@@H]2[C@@H](CN(C2)CC(O)C2=CC=C(C=C2)O)C1)F